(S)-2-((6-(2,2-difluorobenzo[d][1,3]dioxolan-5-ylmethoxy)-3',6'-dihydro-[2,4'-bipyridyl]-1'(2'H)-yl)methyl)-1-(oxetan-2-ylmethyl)-1H-benzo[d]imidazole FC1(OC2=C(O1)C=CC(=C2)COC2=CC=CC(=N2)C=2CCN(CC2)CC2=NC1=C(N2C[C@H]2OCC2)C=CC=C1)F